C(#N)C=1C=C(C=NC1)[C@H]1N(OCC1)C(=O)C1CCC(CC1)CC1=C(C=CC(=C1)[N+](=O)[O-])S(=O)(=O)O[C@@H](CNCCCCC1=CC=CC=C1)C (2R)-1-[(4-phenylbutyl)amino]propan-2-ol ((1S,4r)-4-((S)-3-(5-cyanopyridin-3-yl)isoxazolidine-2-carbonyl)cyclohexyl)methyl-4-nitrobenzenesulfonate